3-(6-Fluoro-5-(4-((1-(4-(7-hydroxy-3-phenylchroman-4-yl)phenyl)piperidin-4-yl)methyl)piperazin-1-yl)-1-oxoisoindolin-2-yl)piperidin-2,6-dion FC1=C(C=C2CN(C(C2=C1)=O)C1C(NC(CC1)=O)=O)N1CCN(CC1)CC1CCN(CC1)C1=CC=C(C=C1)C1C(COC2=CC(=CC=C12)O)C1=CC=CC=C1